(S)-1-methylpyrrolidin-3-yl ((((2R,3S,4R,5S)-5-(4-aminopyrrolo[2,1-f][1,2,4]triazin-7-yl)-2-cyano-3,4-dihydroxytetrahydrofuran-2-yl)methoxy)(phenoxy)phosphoryl)-L-alaninate NC1=NC=NN2C1=CC=C2[C@H]2[C@@H]([C@@H]([C@@](O2)(C#N)COP(=O)(OC2=CC=CC=C2)N[C@@H](C)C(=O)O[C@@H]2CN(CC2)C)O)O